4-{[6-(5-chloro-2-fluorophenyl)pyridazin-4-yl]Amino}quinoline-7-carboxylic acid ClC=1C=CC(=C(C1)C1=CC(=CN=N1)NC1=CC=NC2=CC(=CC=C12)C(=O)O)F